ClC=1C=C(C=CC1F)C=1C=C2C(=NC1)NCN2CC2=CC=C(C=C2)F 6-(3-chloro-4-fluoro-phenyl)-1-[(4-fluorophenyl)methyl]-3H-imidazo[4,5-b]Pyridine